N1(C=NC=C1)CC1=CC=C(C=N1)C1=C(SC(=C1)CC(C)C)S(=O)(=O)N 3-(6-((1H-imidazole-1-yl)methyl)pyridin-3-yl)-5-isobutylthiophene-2-sulfonamide